CC(COC(CCC1=CC(=C(C(=C1)C)O)C(C)(C)C)=O)(C)C1OCC2(CO1)COC(OC2)C(COC(CCC2=CC(=C(C(=C2)C)O)C(C)(C)C)=O)(C)C 3,9-bis[1,1-dimethyl-2-{β-(3-t-butyl-4-hydroxy-5-methylphenyl)propionyloxy}ethyl]-2,4,8,10-tetraoxaspiro-[5.5]-undecane